3-[2-[4-(Trifluoromethoxy)anilino]-1-[(1R,5R)-3,3,5-trimethylcyclohexyl]benzimidazol-5-yl]propanoic acid FC(OC1=CC=C(NC2=NC3=C(N2[C@H]2CC(C[C@H](C2)C)(C)C)C=CC(=C3)CCC(=O)O)C=C1)(F)F